C(C)(C)(C)OC(=O)NC(C(=O)O)CC1=CC=C(C=C1)F 2-((tert-butoxycarbonyl)amino)-3-(4-fluorophenyl)propionic acid